(S)-8-chloro-4-((3-chloro-4-fluorophenyl)amino)-6-(((1-(1-ethylpiperidin-4-yl)-1H-1,2,3-triazol-4-yl)(thiophen-3-yl)methyl)amino)quinoline-3-carbonitrile ClC=1C=C(C=C2C(=C(C=NC12)C#N)NC1=CC(=C(C=C1)F)Cl)N[C@@H](C1=CSC=C1)C=1N=NN(C1)C1CCN(CC1)CC